Cyclohexyl-(4-fluoro-4-(((3S,4r,5R)-3,4,5-trihydroxypiperidin-1-yl)methyl)piperidin-1-yl)methanone C1(CCCCC1)C(=O)N1CCC(CC1)(CN1C[C@@H](C([C@@H](C1)O)O)O)F